[2-(trifluoromethyl)tetrahydropyran-4-yl]hydrazine hydrochloride Cl.FC(C1OCCC(C1)NN)(F)F